C(CCCCC)(=O)OC(CCCCCC)CC=CCCCCCCCC octadec-9-en-7-yl hexanoate